2-ethoxy-5-isobutyrylamino-N-(3-(piperazin-1-yl)benzyl)benzamide 2,2,2-trifluoroacetate salt FC(C(=O)O)(F)F.C(C)OC1=C(C(=O)NCC2=CC(=CC=C2)N2CCNCC2)C=C(C=C1)NC(C(C)C)=O